2,2-Dimethyl-2,3-dihydropyrido[3,2-f][1,4]oxazepin CC1(OC2=C(C=NC1)C=CC=N2)C